ClC1=CC=C(C=C1)C1(NN=CC=C1)F 3-(4-chlorophenyl)-3-fluoro-3H-diazine